FC(CC1OCCC(C1)N)(F)F (2,2,2-trifluoroethyl)tetrahydro-2H-pyran-4-amine